FC(C(=O)O)(F)F.C1(=CC=CC=C1)C(COCC(=O)N[C@@H](CCCNC(N)=N)C(=O)O)C1=CC=CC=C1 N2-[2-(2,2-diphenylethoxy)acetyl]-L-arginine, 2,2,2-trifluoroacetate salt